CNS(=O)(=O)C=1C=C2C(=CN(C2=CC1)C1=CC=C(C=C1)C(F)(F)F)C=1N=CN(C1)C N-methyl-3-(1-methyl-1H-imidazol-4-yl)-1-(4-(trifluoromethyl)phenyl)-1H-indole-5-sulfonamide